(S)-N-((R or S)-(3-chloro-2,4-difluoro-phenyl)(5-fluoro-6-(trifluoromethyl)pyridin-3-yl)methyl)-2-oxoimidazolidine-4-carboxamide ClC=1C(=C(C=CC1F)[C@H](NC(=O)[C@H]1NC(NC1)=O)C=1C=NC(=C(C1)F)C(F)(F)F)F |o1:8|